2-amino-N-[(1S)-1-[8-chloro-2-(3-chlorophenyl)-1-oxo-1,2-dihydroisoquinolin-3-yl]ethyl]pyrazolo[1,5-a]pyrimidine-3-carboxamide NC1=NN2C(N=CC=C2)=C1C(=O)N[C@@H](C)C=1N(C(C2=C(C=CC=C2C1)Cl)=O)C1=CC(=CC=C1)Cl